BrC1=CC=C(C=C1)C1(CC1)OCC(=O)N1CC2CCC(C1)N2C2=NC=C(C#N)C=C2 6-(3-(2-(1-(4-bromophenyl)cyclopropoxy)acetyl)-3,8-diazabicyclo[3.2.1]octan-8-yl)nicotinonitrile